methylenedi-4,1-phenylenebismaleimide C(C1=CC=C(C=C1)C=1C(=O)NC(C1)=O)C1=CC=C(C=C1)C=1C(=O)NC(C1)=O